5-(4-bromophenyl)-1-methyl-3-(trifluoromethyl)-1,2,4-triazole BrC1=CC=C(C=C1)C1=NC(=NN1C)C(F)(F)F